COC([C@H](C[C@H]1C(NCCC1)=O)NC(=O)C1N(CC2(C1)CCCCC2)C(=O)C=2NC1=CC=CC(=C1C2)OC)=O (2S)-methyl-2-(2-(4-methoxy-1H-indole-2-carbonyl)-2-azaspiro[4.5]decane-3-carboxamido)-3-((S)-2-oxopiperidin-3-yl)propanoate